3-(2-(3-amino-4-methylphenyl)-2H-tetrazol-5-yl)azetidine NC=1C=C(C=CC1C)N1N=C(N=N1)C1CNC1